N1N=CC(=C1)C=1C=C(C=CC1)NC(C[C@H]1C[C@H](N(C1)C=1C2=C(N=C(N1)C)C1=C(O2)C=CC=C1)C(=O)O)=O (2S,4R)-4-(2-((3-(1H-pyrazol-4-yl)phenyl)amino)-2-oxoethyl)-1-(2-methylbenzofuro[3,2-d]pyrimidin-4-yl)pyrrolidine-2-carboxylic acid